1-[4-[[4-(aminomethyl)phenyl]methoxy]phenyl]-3-[[1-oxo-2-[rac-(3S)-3-methyl-2,6-dioxo-3-piperidyl]isoindolin-5-yl]methyl]urea NCC1=CC=C(C=C1)COC1=CC=C(C=C1)NC(=O)NCC=1C=C2CN(C(C2=CC1)=O)[C@@]1(C(NC(CC1)=O)=O)C |r|